OC1CN(CC12CCN(CC2)C(=O)OCC2=CC=CC=C2)C(=O)OC(C)(C)C 8-benzyl 2-tert-butyl 4-hydroxy-2,8-diazaspiro[4.5]decane-2,8-dicarboxylate